S1C(=NC2=C1C=CC=C2)C2=C(SC=1[C@H](N[C@H](CC12)C)C)NC(C)=O N-((5S,7R)-3-(benzo[d]thiazol-2-yl)-5,7-dimethyl-4,5,6,7-tetrahydrothieno[2,3-c]pyridin-2-yl)acetamide